methyl (R)-6-((2-(3-(2-hydroxy-3,3-dimethyl-4-(phosphonooxy)butanamido)propanamido)ethyl)thio)-4,6-dioxohexanoate O[C@@H](C(=O)NCCC(=O)NCCSC(CC(CCC(=O)OC)=O)=O)C(COP(=O)(O)O)(C)C